C(C)OC(=O)C=1N=C2N(N1)[C@H](CC2)C2=C(C=CC=C2)F (R)-5-(2-fluorophenyl)-6,7-dihydro-5H-pyrrolo[1,2-b][1,2,4]triazole-2-carboxylic acid ethyl ester